(4-(2-methoxypyrimidin-4-yl)benzyl)-4-(propan-1-yn-1-yl)-1H-indazole-7-carboxylic acid COC1=NC=CC(=N1)C1=CC=C(CN2N=CC3=C(C=CC(=C23)C(=O)O)C#CC)C=C1